O1C(C1)CCCCN1C(N(C(N(C1=O)CCCCC1OC1)=O)CCCCC1OC1)=O 1,3,5-tris[4-(2-oxiranyl)butyl]-1,3,5-triazine-2,4,6-trione